IC1C[C@@H]2[C@@H](CN(C2)C(=O)OC(C)(C)C)C1 tert-butyl (3aR,6aS)-5-iodohexahydrocyclopenta[c]pyrrole-2(1H)-carboxylate